CC=1C=C(C=CC1)CNCC[C@]1(CCOC2(CCCC2)C1)C1=CC(=CC=C1)C(F)(F)F [(3-methylphenyl)methyl]({2-[(9R)-9-[3-(trifluoromethyl)phenyl]-6-oxaspiro[4.5]decan-9-yl]ethyl})amine